ClC1=C(OC=2C=CC(=NC2)N)C=CC=C1 5-(2-chlorophenoxy)pyridin-2-amine